ClC1=NC2=C(N1CC1=NC=C(C=C1)C#N)C=C(C=C2)C#N 2-chloro-1-((5-cyanopyridin-2-yl)methyl)-1H-benzo[d]imidazole-6-carbonitrile